CC=1C=C2C(NC=NC2=C(C1)C(=O)OC)=O methyl 6-methyl-4-oxo-3,4-dihydroquinazoline-8-carboxylate